C[C@@]12[C@H](CC[C@H]1[C@@H]1CCC3=C[C@H](CC[C@]3(C)[C@H]1CC2)O)O 4-Androsten-3β,17β-diol